C(C)[C@@H]1CN(CCN1C)C(=O)C=1C=C(CN2C(NC(C3=CC=CC=C23)=O)=O)C=CC1F (R)-1-(3-(3-ethyl-4-methyl-piperazine-1-carbonyl)-4-fluorobenzyl)quinazoline-2,4(1H,3H)-dione